BrC1=C(C(=NC=C1Cl)F)[C@@H](CCC=C)NC1=CC=C(C=C1)OC (R)-N-(1-(4-Bromo-5-chloro-2-fluoropyridin-3-yl)pent-4-en-1-yl)-4-methoxyaniline